[Fe].[Sn].[Ti] titanium-tin-iron